FC(C1=CC=C(C=N1)N1N=NC(=C1COC1=CC2=C(N=N1)CN(CC2)C(C)=O)C)F 1-[3-({1-[6-(difluoromethyl)pyridin-3-yl]-4-methyl-1H-1,2,3-triazol-5-yl}methoxy)-5,8-dihydropyrido[3,4-c]pyridazin-7(6H)-yl]ethanone